BrC1(CC(=CC=C1)I)C(F)(F)F 4-bromo-2-iodo-4-(trifluoromethyl)benzene